N-(2-(4-((1S,4s)-4-hydroxy-4-(5-((R)-3-hydroxy-3-methylpyrrolidin-1-yl)pyridin-2-yl)cyclohexyl)hexahydropyrrolo[3,2-b]pyrrol-1(2H)-yl)-2-oxoethyl)-3-(trifluoromethyl)benzamide OC1(CCC(CC1)N1CCC2N(CCC21)C(CNC(C2=CC(=CC=C2)C(F)(F)F)=O)=O)C2=NC=C(C=C2)N2C[C@](CC2)(C)O